Hydroxy(trimethylstannane) O[Sn](C)(C)C